O[C@H]1[C@@H]([C@@H]2[C@@H](OCC(=CC2)CCCCC(=O)O)C1)\C=C\[C@H](COC1=CC(=CC=C1)C)O 5-{(5aR,6R,7R,8aS)-7-hydroxy-6-[(1E,3R)-3-hydroxy-4-(3-methylphenoxy)-1-buten-1-yl]-5,5a,6,7,8,8a-hexahydro-2H-cyclopenta[b]oxepin-3-yl}pentanoic acid